5-isobutyl-7,7-dimethyl-7H-benzo[de]naphtho[2,3-H]quinoline C(C(C)C)C=1C=C2C=3C(=CC=NC3C3=C(C2(C)C)C=C2C=CC=CC2=C3)C1